FC1(C(C2=CC=CC=C2)O1)F difluorostyrene oxide